C(C)S(=O)(=O)C=1C=C(C=NC1C1=NC2=C(N1C)C=CC(=C2)SC(F)(F)F)C2(CC2)C#N 1-[5-ethylsulfonyl-6-[1-methyl-5-(trifluoromethylsulfanyl)benzimidazol-2-yl]-3-pyridyl]cyclopropanecarbonitrile